N-(3-(2-cyanopropan-2-yl)-5-(4-methylpiperazin-1-yl)phenyl)-2-fluoro-4-methyl-5-((8-((1-methyl-1H-pyrazol-4-yl)amino)imidazo[1,2-a]pyridin-3-yl)ethynyl)benzamide C(#N)C(C)(C)C=1C=C(C=C(C1)N1CCN(CC1)C)NC(C1=C(C=C(C(=C1)C#CC1=CN=C2N1C=CC=C2NC=2C=NN(C2)C)C)F)=O